(1aR,5aR)-2-(4-Methyl-pyridin-2-yl)-1a,2,5,5a-tetrahydro-1H-2,3-diaza-cyclopropa[a]pentalene-4-carboxylic acid (2-hydroxy-1,1-dimethyl-ethyl)-amide OCC(C)(C)NC(=O)C=1C=2C[C@@H]3[C@H](C2N(N1)C1=NC=CC(=C1)C)C3